C(C)(=O)O.OCC(=O)NCCCOC1=CC(=CC=C1)CN1CCCCC1 2-hydroxy-N-[3-[3-(1-piperidinylmethyl)phenoxy]propyl]acetamide acetate